BrC=1C=C(C=C(C1)F)[C@@H](CO)N1C(C=C(C=C1)C=1C=C2C(=NNC2=CC1)C1CCOCC1)=O (S)-1-(1-(3-bromo-5-fluorophenyl)-2-hydroxyethyl)-4-(3-(tetrahydro-2H-pyran-4-yl)-1H-indazol-5-yl)pyridin-2(1H)-one